C(C)OC(CNC(CC1=CC=CC=C1)=O)=O 2-(2-phenylacetamido)acetic acid ethyl ester